(1aR,5aR)-2-(2,4-Difluoro-phenyl)-1a,2,5,5a-tetrahydro-1H-2,3-diaza-cyclopropa[a]pentalene-4-carboxylic acid ((1R,2S)-2-hydroxy-cyclohexylmethyl)-amide O[C@@H]1[C@H](CCCC1)CNC(=O)C=1C=2C[C@@H]3[C@H](C2N(N1)C1=C(C=C(C=C1)F)F)C3